methyl 2-chloro-3-hydroxy-benzoate ClC1=C(C(=O)OC)C=CC=C1O